FC1=CC=C(C=C1)NC(=O)C=1C=C(C=NC1C)B(O)O (5-((4-fluorophenyl)carbamoyl)-6-methylpyridin-3-yl)boronic acid